ClC=1C=C2C(=C3C4(NC(NC13)=O)CCCCC4)OC(=C2)C(=O)NC2CCN(CC2)C 5'-chloro-N-(1-methylpiperidin-4-yl)-7'-oxo-7',8'-dihydro-6'H-spiro[cyclohexane-1,9'-furo[2,3-f]quinazoline]-2'-carboxamide